N-methylenebenzeneacrylamide C=NC(C=CC1=CC=CC=C1)=O